(2-(trimethylsilyl)ethoxy)methyl-1H-imidazole C[Si](CCOCN1C=NC=C1)(C)C